ethyl 4-chloro-1-ethylimidazole-2-carboxylate ClC=1N=C(N(C1)CC)C(=O)OCC